phenoxyethyl methacrylate C(C(=C)C)(=O)OCCOC1=CC=CC=C1